tert-butyl 4-(5-bromo-4-methylpyridin-2-yl)piperazine-1-carboxylate BrC=1C(=CC(=NC1)N1CCN(CC1)C(=O)OC(C)(C)C)C